6-[3-amino-5-[(1S)-1-aminoethyl]-1,2,4-triazol-1-yl]pyridine-3-carbonitrile-hydrochloride Cl.NC1=NN(C(=N1)[C@H](C)N)C1=CC=C(C=N1)C#N